cholestenyl benzoate C(C1=CC=CC=C1)(=O)OC=C(C)CCC[C@@H](C)[C@H]1CC[C@H]2[C@@H]3CCC4CCCC[C@]4(C)[C@H]3CC[C@]12C